1-(2-{3-fluoro-4-[4-(1-methyl-piperidin-4-yl)-piperazin-1-yl]-anilino}-pyrimidin-4-yl)-1H-indole-3-carboxamide FC=1C=C(NC2=NC=CC(=N2)N2C=C(C3=CC=CC=C23)C(=O)N)C=CC1N1CCN(CC1)C1CCN(CC1)C